NC1=NC=CC=C1C1=NC=2C(=NC(=CC2)C=2C(=NC(=CC2)OC([2H])([2H])[2H])[2H])N1C1=CC=C(CN2CCC(CC2)NC2=NC(=NC=C2)C#N)C=C1 4-((1-(4-(2-(2-aminopyridin-3-yl)-5-(6-(methoxy-d3)pyridin-3-yl-2-d)-3H-imidazo[4,5-b]pyridin-3-yl)benzyl)piperidin-4-yl)amino)pyrimidine-2-carbonitrile